COC1=CC=C(C=C1)CCNCC(=O)O N-((S)-4-methoxy-phenyl-ethyl)-glycine